NC1=C(N=CC(=N1)N1CCC2(CC1)[C@@H](C1=CC(=CC=C1C2)N2CCOCC2)N)SC2=C(C(=NC=C2)N)Cl (S)-1'-(6-amino-5-((2-amino-3-chloropyridin-4-yl)thio)pyrazin-2-yl)-6-morpholino-1,3-dihydrospiro[indene-2,4'-piperidin]-1-amine